BrC=1C=C(C(=CC1C)NC1=CC=C(C=C1)F)N 4-bromo-N1-(4-fluorophenyl)-5-methylbenzene-1,2-diamine